2-(((1r,4r)-4-(((3,4-difluorophenyl)(3-fluorophenyl)carbamoyloxy)methyl)cyclohexyl)methoxy)acetic acid FC=1C=C(C=CC1F)N(C(=O)OCC1CCC(CC1)COCC(=O)O)C1=CC(=CC=C1)F